sodium bis-(2-ethylsulfoxy (thienyl))-sulfosuccinate CCOS(OC1=C(SC=C1)C(C(C(=O)[O-])S(=O)(=O)O)(C(=O)[O-])C=1SC=CC1OS(=O)(=O)OCC)(=O)=O.[Na+].[Na+]